OC[C@H](C(C)(C)C)NC(=O)C=1C=2C[C@@H]3[C@H](C2N(N1)C1=NC=CC(=C1)C#N)C3 (1aR,5aR)-2-(4-Cyano-pyridin-2-yl)-1a,2,5,5a-tetrahydro-1H-2,3-diaza-cyclopropa[a]pentalene-4-carboxylic Acid ((S)-1-Hydroxymethyl-2,2-dimethyl-propyl)-amide